nonacosanoic acid methyl ester COC(CCCCCCCCCCCCCCCCCCCCCCCCCCCC)=O